C(#N)C1=CC(=C(COC2=CC=CC(=N2)C2=C(C(=C(CC3=NC4=C(N3C[C@H]3OCC3)C=C(C=C4)C(=O)O)C=C2)F)C)C=C1)F (S)-2-(4-(6-((4-cyano-2-fluorobenzyl)oxy)pyridin-2-yl)-2-fluoro-3-methylbenzyl)-1-(oxetan-2-ylmethyl)-1H-benzo[d]imidazole-6-carboxylic acid